(S)-3-((S)-sec-butyl)-4-(cyclopentylmethyl)-1,3,4,5-tetrahydro-2H-benzo[e][1,4]diazepin-2-one [C@H](C)(CC)[C@@H]1N(CC2=C(NC1=O)C=CC=C2)CC2CCCC2